BrC=1C=C2C(=NN(C2=CC1)CC1=CC=C(C=C1)C(F)(F)F)O 5-Bromo-1-(4-(trifluoromethyl)benzyl)-1H-indazol-3-ol